ClC1=C(C=C(C=C1)C(C[S@@](=O)C1=C(C=C(C=C1)C(=O)N1[C@H]([C@@H](N(CC1)C1=CC(=CC=C1)Cl)C)C)Cl)=O)C(F)(F)F |&1:9| (±)-1-(4-Chloro-3-(trifluoromethyl)phenyl)-2-((2-chloro-4-(4-(3-chlorophenyl)-trans-2,3-dimethyl-piperazine-1-carbonyl)-phenyl)sulfinyl)ethan-1-one